[N+](=O)([O-])C1=C(C=C(C=C1)C(C(=O)OC)=C)NC[C@H]1OCC1 methyl (S,E)-(4-nitro-3-((oxetan-2-ylmethyl)amino)phenyl)acrylate